({3-[(2,3-dihydro-1H-inden-2-yloxy)methyl]-4-(5-ethoxy-4-methylpyridin-3-yl)phenyl}amino)oxazolidine-4-carboxylic acid C1C(CC2=CC=CC=C12)OCC=1C=C(C=CC1C=1C=NC=C(C1C)OCC)NC1OCC(N1)C(=O)O